C(C1=CC=CC=C1)OCC1(CC1)S(=O)(=O)NC1=NC=CC=C1 1-((benzyloxy)methyl)-N-(pyridin-2-yl)cyclopropane-1-sulfonamide